(Z)-1-(4-amino-2-fluorobut-2-en-1-yl)-4-(3-((3,3-difluoropyrrolidin-1-yl)sulfonyl)phenyl)-1H-benzo[d]imidazol-6-carboxylic acid NC\C=C(\CN1C=NC2=C1C=C(C=C2C2=CC(=CC=C2)S(=O)(=O)N2CC(CC2)(F)F)C(=O)O)/F